OC1=CC=C(C=C1)C1CC(CC1)=O 3-(4-hydroxyphenyl)cyclopentanone